ClCC[C@H](O)C1=CSC=C1 (S)-3-chloro-1-(thien-3-yl)propan-1-ol